ClC=1C=C(C=C(C1)C#N)C(C)(C)C1=CC=C(OCC2=NC(=NC=C2)N2CCN(CC2)C2CCN(CC2)C2CN(C2)C(=O)OC(C)(C)C)C=C1 tert-butyl 3-(4-(4-(4-((4-(2-(3-chloro-5-cyanophenyl)propan-2-yl)phenoxy)methyl)pyrimidin-2-yl)piperazin-1-yl)piperidin-1-yl)azetidine-1-carboxylate